Dioleyl thiodipropionate CCCCCCCC/C=C\CCCCCCCCOC(=O)CCSCCC(=O)OCCCCCCCC/C=C\CCCCCCCC